[Cl-].CO[NH3+] N-methoxyammonium chloride